2-(3-(4-(2-(2-methoxyethoxy)ethyl)-5-(pentan-3-ylcarbamoyl)-1H-1,2,4-triazol-3-yl)phenyl)-N-(pentan-3-yl)oxazole-5-carboxamide COCCOCCN1C(=NNC1C(NC(CC)CC)=O)C=1C=C(C=CC1)C=1OC(=CN1)C(=O)NC(CC)CC